N'-((4-fluoro-2,6-diisopropylphenyl)carbamoyl)-2,3-dihydrobenzofuran-5-sulfonimidamide FC1=CC(=C(C(=C1)C(C)C)NC(=O)N=S(=O)(N)C=1C=CC2=C(CCO2)C1)C(C)C